Cl.N1=CN=C(C2=C1NC=C2)N2CCSC(=C2)C(=O)N2C[C@H]1[C@@H](CC2)CCN1 |o1:20,21| rel-(4-(7H-pyrrolo[2,3-d]pyrimidin-4-yl)-3,4-dihydro-2H-1,4-thiazin-6-yl)((3aR,7aR)-octahydro-6H-pyrrolo[2,3-c]pyridin-6-yl)methanone hydrochloride